2-[(3-hydroxy-1-adamantyl)amino]-1-methyl-4H-imidazol-5-one OC12CC3(CC(CC(C1)C3)C2)NC=2N(C(CN2)=O)C